PHYCOCYANOBILIN CC[C@@H]\1[C@H](C(=O)N/C1=C\C2=C(C(=C(N2)/C=C\3/C(=C(/C(=C\C4=NC(=O)C(=C4C)CC)/N3)C)CCC(=O)O)CCC(=O)O)C)C